tert-butyl 3-(4-chloro-7-methyl-5-{4-[(6-methylpyridin-2-yl) oxy] phenyl}-7H-pyrrolo[2,3-d]pyrimidin-6-yl)-3-hydroxypyrrolidine-1-carboxylate ClC=1C2=C(N=CN1)N(C(=C2C2=CC=C(C=C2)OC2=NC(=CC=C2)C)C2(CN(CC2)C(=O)OC(C)(C)C)O)C